[Si](C1=CC=CC=C1)(C1=CC=CC=C1)(C(C)(C)C)OC[C@H]1C[C@@H]([C@H]2[C@@H]1OC(O2)(C)C)O (3aS,4S,6R,6aR)-6-{[(tert-butyldiphenylsilyl)oxy]methyl}-2,2-dimethyl-tetrahydro-3aH-cyclopenta[d][1,3]dioxol-4-ol